tert-butyl (1R,3s,5S)-3-(6-isopropyl-5-(8-methyl-[1,2,4]triazolo[1,5-a]pyridin-6-yl)-4H-thieno[3,2-b]pyrrol-2-yl)-8-azabicyclo[3.2.1]octane-8-carboxylate C(C)(C)C=1C2=C(NC1C=1C=C(C=3N(C1)N=CN3)C)C=C(S2)C2C[C@H]3CC[C@@H](C2)N3C(=O)OC(C)(C)C